(1s,4s)-4-((4-methoxy-5-(quinoxalin-6-yl)pyrrolo[2,1-f][1,2,4]triazin-2-yl)amino)-1-methylcyclohexan-1-ol COC1=NC(=NN2C1=C(C=C2)C=2C=C1N=CC=NC1=CC2)NC2CCC(CC2)(O)C